O[C@@H]1C[C@H](O[C@H]1C)C[N+](C)(C)C [(2S,4R,5S)-4-hydroxy-5-methyloxolan-2-yl]methyl-trimethylazanium